dihydrospiro[cyclobutane-1,1'-pyrrolo[2,3-c]quinoline]-2'-one hydrochloride Cl.C12(C(NC3CN=C4C=CC=CC4=C31)=O)CCC2